C(C1=CC=CC=C1)N(C1CC2=C(N(N=C2CC1)C=1N(C=CC1)C)O)C 5-(Benzyl(methyl)amino)-2-(1-methyl-1H-pyrrol-2-yl)-4,5,6,7-tetrahydro-2H-indazol-3-ol